ClC1=CC=C(CN2C=C(C3=CC=CC=C23)C(=O)NC2=C(C(=O)O)C=CC=C2)C=C1 2-[1-(4-chlorobenzyl)-1H-indole-3-carboxamido]Benzoic acid